furan-2-ylmethyl-(E)-3-(6-amino-5-carbamoyl-4'-sulfamoyl-[1,1'-biphenyl]-3-yl)acrylic acid O1C(=CC=C1)C/C(/C(=O)O)=C\C=1C=C(C(=C(C1)C(N)=O)N)C1=CC=C(C=C1)S(N)(=O)=O